BrC1=CN(C2=C(C=CC=C12)N1C(CCCC1)=O)S(=O)(=O)C1=CC=C(C)C=C1 1-(3-Bromo-1-tosyl-1H-indol-7-yl)piperidin-2-one